C(#N)C1=C(C=CC=C1)N1CCC(CC1)(C(=O)N[C@@H]1CN(CC1)C)C=1C=CC(=NC1)C=1C(=NC=CC1)OCC (2-cyanophenyl)-4-{2'-ethoxy-[2,3'-bipyridin]-5-yl}-N-[(3S)-1-methylpyrrolidin-3-yl]piperidine-4-carboxamide